N1=NN(C2=NC=CC=C21)CC(=O)NC2=CC=C(C=C2)N2N=C(C=C2C2CC2)C(F)(F)F 2-(3H-[1,2,3]triazolo[4,5-b]pyridin-3-yl)-N-{4-[5-cyclopropyl-3-(trifluoromethyl)-1H-pyrazol-1-yl]phenyl}acetamide